C(C)C1CNCCC1C#N 3-ethylpiperidine-4-carbonitrile